erucamido-ethyl-oleamide C(CCCCCCCCCCC\C=C/CCCCCCCC)(=O)NC(C(=O)N)(CCCCCC\C=C/CCCCCCCC)CC